C(C)(C)C1=C(C=NC2=CC=C(C=C12)B1OC(C(O1)(C)C)(C)C)C(=O)OCC ethyl 4-isopropyl-6-(4,4,5,5-tetramethyl-1,3,2-dioxaborolan-2-yl)quinoline-3-carboxylate